CCCCC(C)OC(CCCC)C 5-hexyl oxide